2-(acetylamino)-2-deoxy-β-D-galactose C(C)(=O)N[C@H]1[C@H](O)O[C@@H]([C@@H]([C@@H]1O)O)CO